Boc-L-cystine t-butyl ester C(C)(C)(C)OC([C@H](C(SSC[C@@H](C(=O)O)N)C(=O)OC(C)(C)C)N)=O